N-[2-chloro-4-(trifluoromethyl)phenyl][2-(2,1-benzisothiazol-5-yl)-6-ethyl-5-{4-[(5-hydroxy-6-methyl-4-pyrimidinyl)carbonyl]-1-piperazinyl}-4-oxo-1,3,3a,7-tetraaza-7-indenyl]acetamide ClC1=C(C=CC(=C1)C(F)(F)F)NC(CN1C(=C(C(N2N=C(N=C12)C=1C=CC=2C(=CSN2)C1)=O)N1CCN(CC1)C(=O)C1=NC=NC(=C1O)C)CC)=O